OC=1C=C(CC2=C(NC=3N(C2=O)N=C(C3N3CCCCC3)C3=CC=CC=C3)C)C=CC1OC 6-(3-Hydroxy-4-methoxybenzyl)-5-methyl-2-phenyl-3-(piperidin-1-yl)pyrazolo[1,5-a]pyrimidin-7(4H)-one